trimethyl-diallyl-ammonium chloride [Cl-].CC(C[NH2+]CC=C)=C(C)C